NOCC1=C(C=NN1C1=NC=CC(=C1)CC1=CC(=CC(=C1)C(F)(F)F)F)C(=O)OCC ethyl 5-((aminooxy) methyl)-1-(4-(3-fluoro-5-(trifluoromethyl) benzyl) pyridin-2-yl)-1H-pyrazole-4-carboxylate